3-chloro-6,7,8,9-tetrahydro-5H-pyrido[3',4':4,5]pyrrolo[2,3-c]pyridazine ClC1=CC2=C(N=N1)NC1=C2CNCC1